C(CCCCCCCCCCC)[Se]C(CC(=O)C1C(C=CCC1(C)C)C)C 3-(dodecyl-seleno)-1-(2,6,6-trimethyl-3-cyclohexene-1-yl)-1-butanone